C1N(CC12CCOCC2)CC=O 2-(7-oxa-2-azaspiro[3.5]non-2-yl)ethan-1-one